5-Chloro-4-((3aR,6aS)-3a-methylhexahydropyrrolo[3,4-c]pyrrol-2(1H)-yl)-N-(1H-pyrazol-4-yl)pyrimidin-2-amine dihydrochloride Cl.Cl.ClC=1C(=NC(=NC1)NC=1C=NNC1)N1C[C@@H]2CNC[C@@]2(C1)C